C(CCC)N=CCCCCCCCC=1OC(=CC1)CCCCCCCC=NCCCC 2,5-bis(butyliminooctyl)furan